(2-isopropylpyrazolo[1,5-a]pyrimidin-5-yl)methanol C(C)(C)C1=NN2C(N=C(C=C2)CO)=C1